N-[3-(difluoromethyl)-1-(4-formylcyclohexyl)pyrazol-4-yl]-5-(dimethylamino)pyrazolo[1,5-a]pyrimidine-3-carboxamide FC(C1=NN(C=C1NC(=O)C=1C=NN2C1N=C(C=C2)N(C)C)C2CCC(CC2)C=O)F